O=S1(CC(CC1)C1=CC=C(C=C1)NC(OC(C)(C)C)=O)=O tert-butyl (4-(1,1-dioxidotetrahydrothiophen-3-yl)phenyl)carbamate